COC1=NN(C2=C3C(=C(C=C12)OC)C=C(C=C3)[N+](=O)[O-])C3=CC=CC=C3 3,5-dimethoxy-7-nitro-1-phenyl-1H-benzo[g]indazole